N1(N=CN=C1)C=1C=CC(=NC1)C(C)O 1-(5-(1H-1,2,4-Triazol-1-yl)pyridin-2-yl)ethan-1-ol